tert-butyl 3-bromo-2-oxo-1,5,7,8-tetrahydro-1,6-naphthyridine-6-carboxylate BrC=1C(NC=2CCN(CC2C1)C(=O)OC(C)(C)C)=O